Cl.NC1=C(C2=CC=CC=C2C=C1)C1=C(C=CC2=CC=CC=C12)N R-2,2'-diamino-1,1'-binaphthyl hydrochloride